N-[5-[5-[(1R,3S)-3-aminocyclopentoxy]-2-methyl-4-pyridyl]pyrazolo[1,5-a]pyridin-2-yl]cyclopropanecarboxamide N[C@@H]1C[C@@H](CC1)OC=1C(=CC(=NC1)C)C1=CC=2N(C=C1)N=C(C2)NC(=O)C2CC2